(S)-4-(5-amino-1-(1-(2-hydroxypropionyl)-1,2,3,6-tetrahydropyridin-4-yl)imidazo[1,5-c]pyrimidin-3-yl)-N-(4-(trifluoromethyl)pyridin-2-yl)benzamide NC1=NC=CC=2N1C(=NC2C=2CCN(CC2)C([C@H](C)O)=O)C2=CC=C(C(=O)NC1=NC=CC(=C1)C(F)(F)F)C=C2